FC(CNC(=O)C=1C=NN2C1C=C(C=C2)C2=CNC=1N=C(N=CC12)NCC(C)C)F N-(2,2-difluoroethyl)-5-(2-(isobutylamino)-7H-pyrrolo[2,3-d]pyrimidin-5-yl)pyrazolo[1,5-a]pyridine-3-carboxamide